ethyl 4-(3-(benzyloxy) propyl)-1,2,5-oxadiazole-3-carboxylate C(C1=CC=CC=C1)OCCCC=1C(=NON1)C(=O)OCC